[Na].[Na].C(#N)C=1C=C(C=NC1OC)C=1C=C2C(=NC=NC2=CC1)N[C@H](C(=O)NCCN(CC)CC)C (S)-2-((6-(5-cyano-6-methoxypyridin-3-yl)quinazolin-4-yl)amino)-N-(2-(diethylamino)ethyl)propanamide Disodium